6-((2-(2-((tert-Butyldiphenylsilyl)oxy)ethoxy)ethyl)(methyl)amino)undecane-1,11-diyl bis(3-cyclopentadecylpropanoate) C1(CCCCCCCCCCCCCC1)CCC(=O)OCCCCCC(CCCCCOC(CCC1CCCCCCCCCCCCCC1)=O)N(C)CCOCCO[Si](C1=CC=CC=C1)(C1=CC=CC=C1)C(C)(C)C